ClC=1C=CC(=C2C=CC(=NC12)NC1=NC=CC(=C1)C(F)(F)F)OCCCN1CCCCC1 8-Chloro-5-(3-(piperidin-1-yl)propoxy)-N-(4-(trifluoromethyl)pyridin-2-yl)chinolin-2-amin